4-Nitrobenzyl (E)-((4-(hydroxymethyl)piperidin-1-yl)((((4-nitrobenzyl)oxy)carbonyl)imino)methyl)carbamate OCC1CCN(CC1)/C(=N/C(=O)OCC1=CC=C(C=C1)[N+](=O)[O-])/NC(OCC1=CC=C(C=C1)[N+](=O)[O-])=O